FC1=C(C(=C(C(=C1[B-](C1=C(C(=C(C(=C1F)F)F)F)F)(C1=C(C(=C(C(=C1F)F)F)F)F)C1=C(C(=C(C(=C1F)F)F)F)F)F)F)F)F.C(CCCCCCCCCCCCCCCCC)[NH2+]CCCCCCCCCCCCCCCCCC dioctadecylammonium tetrakis(Pentafluorophenyl)borate